(S)-4-isopropyl-2-oxazolidinone C(C)(C)[C@@H]1NC(OC1)=O